BrC1(CC=C(C=C1)\C=C\C1=CC=CC=C1)Br trans-4,4-dibromostilbene